(S)-7-bromo-N4-((tetrahydrofuran-2-yl)methyl)quinazoline-2,4-diamine BrC1=CC=C2C(=NC(=NC2=C1)N)NC[C@H]1OCCC1